(2-hydroxypropan-2-yl)azetidine-1-carboxylic acid tert-butyl ester C(C)(C)(C)OC(=O)N1C(CC1)C(C)(C)O